C1(=CC=CC=C1)C#CC1N(CCC2=CC=CC=C12)C1=CC=C(C=C1)C(F)(F)F 1-(phenylethynyl)-2-(4-(trifluoromethyl)phenyl)-1,2,3,4-tetrahydroisoquinoline